Butyl 4-(4-benzyl-2-(4-(methoxycarbonyl)phenyl)piperazine-1-carbonyl)-1H-indole-1-carboxylate C(C1=CC=CC=C1)N1CC(N(CC1)C(=O)C1=C2C=CN(C2=CC=C1)C(=O)OCCCC)C1=CC=C(C=C1)C(=O)OC